ClC1=C2C=NN(C2=C(C=C1)C(=O)NC1CC2(CC(C2)CC(=O)O)C1)CC1=CC=C(C=C1)C1=CC(=CC=C1)C#N (Ra)-2-(6-(4-Chloro-1-((3'-cyano-[1,1'-biphenyl]-4-yl)methyl)-1H-indazole-7-carboxamido)spiro[3.3]heptan-2-yl)acetic acid